BrCC(=O)C1=CC=C(C=C1)CO 2-bromo-1-[4-(hydroxymethyl)phenyl]ethanone